monoethyl ether borate B(O)(O)O.C(C)OCC